1-(cyclohexylmethyl)-4-iodo-5-methyl-1H-pyrrole-2-carbonitrile C1(CCCCC1)CN1C(=CC(=C1C)I)C#N